4-bromo-7-amino-2,3-dihydrobenzofuran BrC1=CC=C(C2=C1CCO2)N